4-(3,8-dihydro-2H-furo[3,2-c]pyrazolo[4,3-f]quinolin-4-yl)phenol O1CCC=2C(=NC=3C=CC4=C(C3C21)C=NN4)C4=CC=C(C=C4)O